C1(CCCCC1)S(=O)(=O)[O-] Cyclohexylsulfonate